(7R,7aR)-7-methyl-3-(trifluoromethyl)-7,7a,8,9,10,11-hexahydro-5H-pyrazino[2,1-c]pyrido[2,3-e][1,4]oxazepin-5-one C[C@H]1OC(C2=C(N3[C@@H]1CNCC3)N=CC(=C2)C(F)(F)F)=O